ClC=1C=C(C=CC1Cl)/C(=C/C(=O)OCC)/[Sn](CCCC)(CCCC)CCCC Ethyl (Z)-3-(3,4-dichlorophenyl)-3-(tributylstannyl)acrylate